C1(CC1)C=1C=C(N)C=CC1 m-cyclopropanylaniline